1-(3-bromo-5-fluorophenyl)-3-(tert-butyl)pyrrolidine BrC=1C=C(C=C(C1)F)N1CC(CC1)C(C)(C)C